C(C)(C)(C)OC(=O)N1CCN(CC1)C(=O)C1=C(C(=C(N1)C(=O)O)C)C 5-(4-(Tert-butoxycarbonyl)piperazine-1-carbonyl)-3,4-dimethyl-1H-pyrrole-2-carboxylic acid